C1(CCC1)SC1=NC=CC=C1C1=CC(=C(C(=C1)F)CCOCC(=O)O)F {2-[4-(2-Cyclobutylsulfanyl-3-pyridyl)-2,6-difluoro-phenyl]ethoxy}acetic acid